5-(1H-pyrazol-4-yl)-2-(6-((2,2,6,6-tetramethylpiperidin-4-yl)(trifluoromethyl)amino)pyridazin-3-yl)phenol N1N=CC(=C1)C=1C=CC(=C(C1)O)C=1N=NC(=CC1)N(C(F)(F)F)C1CC(NC(C1)(C)C)(C)C